NC1=C(C=CC=C1)NN1N(C(C2=C(C3=C(C=C12)C(NC3C3=C(C=CC(=C3)Cl)F)=O)NC=O)CC(F)F)C 1-[(2-aminophenyl)amino]-N-[5-(5-chloro-2-fluorophenyl)-3-(2,2-difluoroethyl)-2-methyl-7-oxo-6,7-dihydro-5H-pyrrolo[4,3-f]indazol-4-yl]carboxamide